5-[4-[2-(4-chlorophenyl)ethyl]piperazin-1-yl]sulfonyl-1H-indazol ClC1=CC=C(C=C1)CCN1CCN(CC1)S(=O)(=O)C=1C=C2C=NNC2=CC1